4-(6-cyano-5-fluoropyridin-2-yl)-N-(3,3-difluorocyclobutyl)-3-methylbenzenesulfonamide C(#N)C1=C(C=CC(=N1)C1=C(C=C(C=C1)S(=O)(=O)NC1CC(C1)(F)F)C)F